C1(=C(C(=CC(=C1)C)C)N1C(N(C=C1)CC1=C(C=C(C=C1C)C)C)=[Ag-2]Cl)C 1-mesityl-3-(2,4,6-trimethylbenzyl)-imidazol-2-ylidenesilver(I) chloride